ClC1=C(C=C(OCC(=O)NC23C(CC(CC2)(CC3)C=3OC(=NN3)C=3C=NC(=NC3)OC)O)C=C1)F 2-(4-chloro-3-fluorophenoxy)-N-{2-hydroxy-4-[5-(2-methoxypyrimidin-5-yl)-1,3,4-oxadiazol-2-yl]bicyclo[2.2.2]oct-1-yl}acetamide